C(C)(=O)C1=CC(=CC=2N(CN(S(C21)(=O)=O)[C@@H]([C@H](C)C2=C(C(=CC=C2F)C)C)C2=NNC(O2)=O)C)Cl 5-((1S,2R)-1-(8-acetyl-6-chloro-4-methyl-1,1-dioxido-3,4-dihydro-2H-benzo[e][1,2,4]thiadiazin-2-yl)-2-(6-fluoro-2,3-dimethylphenyl)propyl)-1,3,4-oxadiazol-2(3H)-one